FC(OC1CCNCC1)(F)F 4-(Trifluoromethoxy)piperidine